C(=O)([O-])C(O)C(O)C(=O)[O-].[Na+].[Na+] di-sodium tartrate